C(C)OCCN(CCC[C@H](C(C)C)N1CC2(C1)CN(CC2)C=2N=CN=NC2OC2=C(C(=O)N(C(C)C)CC)C=C(C=C2)F)C (R)-2-((5-(2-(6-((2-ethoxyethyl)(methyl)amino)-2-methylhexan-3-yl)-2,6-diazaspiro[3.4]octan-6-yl)-1,2,4-triazin-6-yl)oxy)-N-ethyl-5-fluoro-N-isopropylbenzamide